5-(1-aminoethyl)-N-(2-(2-fluoroprop-2-yl)pyrimidin-4-yl)-8-methoxy-2,7-naphthyridin-3-amine NC(C)C1=C2C=C(N=CC2=C(N=C1)OC)NC1=NC(=NC=C1)C(C)(C)F